O=C1N(CCC(N1)=O)C1=CC=C(C=C1)C1CCN(CC1)CC(=O)OC(C)(C)C tert-butyl 2-(4-(4-(2,4-dioxotetrahydropyrimidin-1(2H)-yl)phenyl)piperidin-1-yl)acetate